C(#N)C1=CC(=C(COC2=C(C=C(C(=N2)N2CCC3(CC3C(=O)O)CC2)F)F)C=C1)F 6-{6-[(4-cyano-2-fluorobenzyl)oxy]-3,5-difluoropyridin-2-yl}-6-azaspiro[2.5]octane-1-carboxylic acid